CC1=CC(=CS1)C1C2(C3=CC=CC=C3C1)CCC1(CC2)OCCO1 2''-(5-methylthiophen-3-yl)-2'',3''-dihydrodispiro[[1,3]dioxolane-2,1'-cyclohexane-4',1''-indene]